C(C)(C)(C)OC(=O)NN=C(C1=C(C=CC=C1)C(=O)O)CC1=CC(=C(C=C1)F)C#N (3-cyano-4-fluorobenzyl)-(2-carboxyphenyl)-methanone-tert-butoxycarbonyl hydrazone